furopyrane O1C=CC2=C1C=CCO2